FC1=C(C(=CC(=C1)CNC)C)C=1C=C2C(=CN1)NN=C2C=2C=CC(=NC2)N2CC(CC2)O (5-(5-(2-fluoro-6-methyl-4-((methylamino)methyl)phenyl)-1H-pyrazolo[3,4-c]pyridin-3-yl)pyridin-2-yl)pyrrolidin-3-ol